3-(5-fluorobenzofuran-3-yl)-4-(5-methyl-5H-[1,3]dioxolo[4,5-f]indol-7-yl)pyrrole-2,5-dione FC=1C=CC2=C(C(=CO2)C=2C(NC(C2C2=CN(C=3C=C4C(=CC23)OCO4)C)=O)=O)C1